N-tetradecyl-2-methyl-3-tetrahydropyranyloxypyridin-4-one C(CCCCCCCCCCCCC)N1C(=C(C(C=C1)=O)OC1OCCCC1)C